C(#N)C1=C(C=C(C=C1)C1=C(C=2N(C(=N1)N1CCC(CC1)NC(OC(C)(C)C)=O)C=CN2)C2=CC(=C(C=C2)OC)O)F tert-butyl (1-(7-(4-cyano-3-fluorophenyl)-8-(3-hydroxy-4-methoxyphenyl)imidazo[1,2-c]pyrimidin-5-yl)piperidin-4-yl)carbamate